N-((2S,3aR,6S,7aR)-3a-methyl-6-(prop-1-en-2-yl)-2-sulfidohexahydrobenzo[d][1,3,2]oxathiaphosphol-2-yl)nicotinamide C[C@]12S[P@@](O[C@@H]1C[C@H](CC2)C(=C)C)(=S)NC(C2=CN=CC=C2)=O